{[tris(hydroxymethyl)methyl]amino}propanesulfonic acid OCC(CO)(CO)NC(CC)S(=O)(=O)O